1,3-Bis(3-glycidoxyphenoxy)benzene C(C1CO1)OC=1C=C(OC2=CC(=CC=C2)OC2=CC(=CC=C2)OCC2CO2)C=CC1